C(C)(C)C=1NCCC1 2-isopropyl-4,5-dihydroAzole